2-(6-methoxypyridin-2-yl)pyrimidine-5-carbonitrile COC1=CC=CC(=N1)C1=NC=C(C=N1)C#N